1-[5-amino-2-(4-methylpiperazin-1-yl)phenyl]-3-cyclopentylurea NC=1C=CC(=C(C1)NC(=O)NC1CCCC1)N1CCN(CC1)C